N-(4-(tert-butyl)phenyl)-9,9-dimethyl-9H-fluoren-3-amine C(C)(C)(C)C1=CC=C(C=C1)NC=1C=CC=2C(C3=CC=CC=C3C2C1)(C)C